C1CCC12CCN(CC2)CC(=O)NC=2C=C(C(=NC2)C)NC(=O)C2=NN=C1N2C=CC(=C1)C=1C=NN(C1)CCO N-(5-(2-(7-azaspiro[3.5]nonan-7-yl)acetamido)-2-methylpyridin-3-yl)-7-(1-(2-hydroxyethyl)-1H-pyrazol-4-yl)-[1,2,4]triazolo[4,3-a]pyridine-3-carboxamide